ethyl 4-((5-((8-(4-fluoro-2-isopropoxyphenyl)quinazolin-2-yl)amino)-2-methylphenyl)carbamoyl)benzoate FC1=CC(=C(C=C1)C=1C=CC=C2C=NC(=NC12)NC=1C=CC(=C(C1)NC(=O)C1=CC=C(C(=O)OCC)C=C1)C)OC(C)C